2,4,6-triisopropyl-benzensulfonylchlorid C(C)(C)C1=C(C(=CC(=C1)C(C)C)C(C)C)S(=O)(=O)Cl